6-bicyclo[3.1.0]hexanethiol C12CCCC2C1S